N1CCC(CC1)N1CC(C1)OC=1C=C(C=CC1)S(=O)(=O)N1CCC(CC1)NC(OC(C)(C)C)=O tert-butyl (1-((3-((1-(piperidin-4-yl)azetidin-3-yl)oxy)phenyl)-sulfonyl)piperidin-4-yl)carbamate